N-(4-(4-(2-(4,4-difluoropiperidin-1-yl)-6-methylpyrimidin-4-yl)-1H-1,2,3-triazol-1-yl)-3-(5-azaspiro[2.4]heptan-5-yl)phenyl)-2-hydroxyethane-1-sulfonamide FC1(CCN(CC1)C1=NC(=CC(=N1)C=1N=NN(C1)C1=C(C=C(C=C1)NS(=O)(=O)CCO)N1CC2(CC2)CC1)C)F